(5-bromopyridin-3-yl)(2,3-dihydro-4H-benzo[b][1,4]oxazin-4-yl)methanone BrC=1C=C(C=NC1)C(=O)N1C2=C(OCC1)C=CC=C2